N1(CCCCC1)CCCOC1=CC=C(C(=O)Cl)C=C1 4-(3-(piperidin-1-yl)propoxy)benzoyl chloride